(tert-butyl 1-(methoxy (methyl) carbamoyl) cyclobutyl) carbamate C(N)(OC1(C(CC1)C(C)(C)C)C(N(C)OC)=O)=O